P(OCCCCCCCC(C)C)(OCCCCCCCC(C)C)OCCCCCCCCCCCC diisodecyl dodecyl phosphite